(4-fluorophenyl)-(4-methoxyanilino)acetic acid methyl ester COC(C(NC1=CC=C(C=C1)OC)C1=CC=C(C=C1)F)=O